OC1=C(C=C(C=C1)CCOC(C(=C)C)=O)N1N=C2C(=N1)C=CC=C2 (2-hydroxy-5-methacryloyloxyethylphenyl)-2H-benzotriazole